tetrakis(tetradecyl) 3,3',3'',3'''-((((6-((3-hydroxypropyl)amino)-1,3,5-triazine-2,4-diyl)bis(azanediyl))bis(propane-3,1-diyl))bis(azanetriyl))tetrapropionate OCCCNC1=NC(=NC(=N1)NCCCN(CCC(=O)OCCCCCCCCCCCCCC)CCC(=O)OCCCCCCCCCCCCCC)NCCCN(CCC(=O)OCCCCCCCCCCCCCC)CCC(=O)OCCCCCCCCCCCCCC